C1(CC1)C#CC=1C=C2C=C(C(=NC2=CC1)OC)[C@H]([C@](CCN(C)C)(O)C1=CC(=CC=C1)F)C1=CC=CC=C1 (1R,2S)-1-(6-(cyclopropylethynyl)-2-methoxyquinolin-3-yl)-4-(dimethylamino)-2-(3-fluorophenyl)-1-phenylbutan-2-ol